N-[(1S)-1-cyclopropyl-2-hydroxy-ethyl]carbamic acid tert-butyl ester C(C)(C)(C)OC(N[C@H](CO)C1CC1)=O